O-methylisourea hydrogen sulfate COC(=N)N.OS(=O)(=O)O